CSC1C(N[C-](O1)C)=O 5-methylmercapto-methyl-2-oxazolidone